FC1=C(C(=CC=C1)F)C12CNCC(CC1)N2C(=O)N (2,6-difluorophenyl)-3,8-diazabicyclo[3.2.1]octane-8-carboxamide